B(O)(O)C1=NNC(=C1)C(=O)O 3-BORONO-1H-PYRAZOLE-5-CARBOXYLIC ACID